3-(t-butyldimethylsilyloxy)decanoic acid [Si](C)(C)(C(C)(C)C)OC(CC(=O)O)CCCCCCC